5-Ethyl-7-fluoro-N5-phenyl-[1,2,4]triazolo[4,3-a]quinazolin-5,8-diamine C(C)C1(N=C2N(C3=CC(=C(C=C13)F)N)CN=N2)NC2=CC=CC=C2